4-[[4-(3-Hydroxy-3-methyl-1-piperidyl)-5-(trifluoromethyl)pyrimidin-2-yl]amino]-3-methyl-benzenesulfonyl chloride OC1(CN(CCC1)C1=NC(=NC=C1C(F)(F)F)NC1=C(C=C(C=C1)S(=O)(=O)Cl)C)C